C(C)(=O)N1CCC(CC1)N1N=CC(=C1C(=O)NC1=NC=C(C=C1C)C1=CC(=C(C(=C1)F)Cl)F)Cl 1-(1-acetylpiperidin-4-yl)-4-chloro-N-(5-(4-chloro-3,5-difluorophenyl)-3-methylpyridin-2-yl)-1H-pyrazole-5-carboxamide